ethoxyl-silane O(CC)[SiH3]